4-[2-Cyclopropyl-6-(6-{[(oxetan-3-ylmethyl)amino]methyl}-1-oxo-3H-isoindol-2-yl)pyridin-4-yl]-3-(4-methyl-1,2,4-triazol-3-yl)benzonitrile C1(CC1)C1=NC(=CC(=C1)C1=C(C=C(C#N)C=C1)C1=NN=CN1C)N1C(C2=CC(=CC=C2C1)CNCC1COC1)=O